5-(1-((4-methylquinazolin-2-yl)methyl)piperidin-4-yl)-1H-pyrazol-3-yl trifluoromethanesulfonate FC(S(=O)(=O)OC1=NNC(=C1)C1CCN(CC1)CC1=NC2=CC=CC=C2C(=N1)C)(F)F